C1(CC1)CNC=1C2=C(N=C(N1)NC1=C(C=C(C=C1)S(=O)(=O)N1CCOCC1)OC)NC=C2C#N 4-((cyclopropylmeth-yl)amino)-2-((2-methoxy-4-(morpholinosulfonyl)phenyl)amino)-7H-pyrrolo[2,3-d]pyrimidine-5-carbonitrile